C(C1=CC=CC=C1)(=O)N1C=C(C2=CC=CC=C12)/C=C(/C(=O)C1=CC(=NC(=C1)OC)OC)\C (E)-3-(1-benzoyl-1H-indol-3-yl)-1-(2,6-dimethoxypyridin-4-yl)-2-methylpropan-2-en-1-one